FC1=C(N)C=CC(=C1)F 2,4-difluoro-aniline